tert-butyl (R)-4-(2-(3-(3-((4-(1H-pyrazol-4-yl)benzyl)(cyclohexyl)carbamoyl) piperidin-1-yl)phenoxy)-2-methylpropanoyl)piperazine-1-carboxylate N1N=CC(=C1)C1=CC=C(CN(C(=O)[C@H]2CN(CCC2)C=2C=C(OC(C(=O)N3CCN(CC3)C(=O)OC(C)(C)C)(C)C)C=CC2)C2CCCCC2)C=C1